1-methyldimethoxysilyl-2-tris(diethylamino)silylethylene C[Si](C=C[Si](N(CC)CC)(N(CC)CC)N(CC)CC)(OC)OC